N-[6-(2,5-dioxo-2,5-dihydro-1H-pyrrol-1-yl)hexanoyl]-L-valyl-N5-carbamoyl-N-{4-[({[2,2-dimethyl-3-(methylamino)propyl](methyl)carbamoyl}oxy)methyl]phenyl}-L-ornithinamide O=C1N(C(C=C1)=O)CCCCCC(=O)N[C@@H](C(C)C)C(=O)N[C@@H](CCCNC(N)=O)C(=O)NC1=CC=C(C=C1)COC(N(C)CC(CNC)(C)C)=O